C(#C)[C@@]1(O[C@H](C=C1)N1C(NC(C(=C1)C)=O)=O)COP(=O)(OC1=CC=CC=C1)N[C@H](C)C(=O)OC(C)C isopropyl (R)-((((2R,5R)-2-ethynyl-5-(5-methyl-2,4-dioxo-3,4-dihydropyrimidin-1(2H)-yl)-2,5-dihydrofuran-2-yl) methoxy) (phenoxy) phosphoryl)-L-alaninate